FC1(OC2=C(O1)C=CC(=C2)C(CC)N2C[C@@H](N(C[C@H]2CC)C=2C1=C(N(C(N2)=O)C)C=CC(=N1)C#N)C)F 4-((2S,5R)-4-(1-(2,2-difluorobenzo[d][1,3]dioxol-5-yl)propyl)-5-ethyl-2-methylpiperazin-1-yl)-1-methyl-2-oxo-1,2-dihydropyrido[3,2-d]pyrimidine-6-carbonitrile